3-(2-((1R,5S)-3-((5-cyclopropyl-3-(2-(trifluoromethoxy)phenyl)isoxazol-4-yl)methoxy)-8-azabicyclo[3.2.1]octan-8-yl)-4-fluorobenzo[d]thiazol-6-yl)isoxazol-5-ol C1(CC1)C1=C(C(=NO1)C1=C(C=CC=C1)OC(F)(F)F)COC1C[C@H]2CC[C@@H](C1)N2C=2SC1=C(N2)C(=CC(=C1)C1=NOC(=C1)O)F